2-(((5-chloroquinolin-8-yl)oxy)methyl)-N-cyclobutyloxazole-4-carboxamide ClC1=C2C=CC=NC2=C(C=C1)OCC=1OC=C(N1)C(=O)NC1CCC1